OC1=C(C=CC(=C1)C(=O)O)C1=C(C=C(C=C1)C(=O)O)O 2,2'-dihydroxy-[1,1'-biphenyl]-4,4'-dicarboxylic acid